C(#N)C1CC2(C1)C[C@H](N(CC2)CC2=C1C=CNC1=C(C=C2OC)C)C2=CC(=C(C(=O)NCC1COC1)C=C2)F 4-((2R,4s,6S)-2-cyano-7-((5-methoxy-7-methyl-1H-indol-4-yl)methyl)-7-azaspiro[3.5]nonan-6-yl)-2-fluoro-N-(oxetan-3-ylmethyl)benzamide